N-(4-CHLOROPHENYL)-6-METHOXY-[1,2,5]OXADIAZOLO[3,4-B]PYRAZIN-5-AMINE ClC1=CC=C(C=C1)NC1=NC=2C(N=C1OC)=NON2